C(C)(C)(C)OC(COC=1C=NC(=NC1)N1CCN(CC1)C(=O)OCC1=CC=CC=C1)=O benzyl 4-(5-(2-(tert-butoxy)-2-oxoethoxy)pyrimidin-2-yl)piperazine-1-carboxylate